(S)-N-((R)-1-(4-carbamimidoylthiophen-2-yl)ethyl)-7-(2-(1-oxo-5-phenylisoindolin-2-yl)acetyl)-1,4-dioxa-7-azaspiro[4.4]nonane-8-carboxamide C(N)(=N)C=1C=C(SC1)[C@@H](C)NC(=O)[C@H]1N(CC2(OCCO2)C1)C(CN1C(C2=CC=C(C=C2C1)C1=CC=CC=C1)=O)=O